2-[4-[(3S)-3-(6-Methylpyrazin-2-yl)isoxazolidine-2-carbonyl]-1-piperidyl]pyrimidine-4-carbonitrile CC1=CN=CC(=N1)[C@H]1N(OCC1)C(=O)C1CCN(CC1)C1=NC=CC(=N1)C#N